4-(((3s,4s)-4-(aminomethyl)-1-((5-fluoropyridin-2-yl)sulfonyl)-4-hydroxypyrrolidin-3-yl)oxy)-2-fluorobenzonitrile NC[C@]1([C@H](CN(C1)S(=O)(=O)C1=NC=C(C=C1)F)OC1=CC(=C(C#N)C=C1)F)O